3-(5-(((1S,2S)-2-(3-cyclopropylazetidin-1-yl)cyclopentyl)oxy)-1-oxoisoindolin-2-yl)piperidine-2,6-dione C1(CC1)C1CN(C1)[C@@H]1[C@H](CCC1)OC=1C=C2CN(C(C2=CC1)=O)C1C(NC(CC1)=O)=O